tert-butyl N-[(1S)-2-[dimethylaminomethyleneamino]-1-methyl-2-oxo-ethyl]carbamate CN(C)C=NC([C@H](C)NC(OC(C)(C)C)=O)=O